C(C(=O)OCCC(CC(CCCC)=C)C)(=O)OCC ethyl (3-methyl-5-methylenenonyl) oxalate